2-[9-(pyridin-2-yl)-6-oxaspiro[4.5]decan-9-yl]-1-(7-(trifluoromethyl)-3,4-dihydroisoquinoline-2(1H)-yl)ethan-1-one N1=C(C=CC=C1)C1(CCOC2(CCCC2)C1)CC(=O)N1CC2=CC(=CC=C2CC1)C(F)(F)F